2-[4-(5-Amino-4-cyano-1-isopropylpyrazol-3-yl)phenyl]-N-[3-(2-methylbutan-2-yl)-1,2-oxazol-5-yl]propanamide NC1=C(C(=NN1C(C)C)C1=CC=C(C=C1)C(C(=O)NC1=CC(=NO1)C(C)(CC)C)C)C#N